ClC1=C(C=C(C=C1)N1CC(C2=NC(=CC=C21)C(=O)N2C(CN(CC2)C=2SC=C(N2)C(=O)N2CCOCC2)(C)C)(C)C)F (1-(4-chloro-3-fluorophenyl)-3,3-dimethyl-2,3-dihydro-1H-pyrrolo[3,2-b]pyridin-5-yl)(2,2-dimethyl-4-(4-(morpholine-4-carbonyl)thiazol-2-yl)piperazin-1-yl)methanone